[4-(1-fluorocyclopropyl)phenyl]-[4-(5-methyloxazolo[4,5-b]pyridin-2-yl)piperazin-1-yl]methanone FC1(CC1)C1=CC=C(C=C1)C(=O)N1CCN(CC1)C=1OC=2C(=NC(=CC2)C)N1